O[C@@H]([C@H](CO[C@H]1O[C@@H]([C@@H]([C@@H]([C@H]1O)O)O)CO)NC(CCCCCCCCCCCCCCCCCCCCC)=O)[C@@H](CCCCCCCCCCCCCC)O.[S].[Li].[C] CARBON LITHIUM SULFUR N-((2S,3S,4R)-3,4-Dihydroxy-1-(((2S,3R,4S,5R,6R)-3,4,5-trihydroxy-6-(hydroxymethyl)tetrahydro-2H-pyran-2-yl)oxy)octadecan-2-yl)docosanamide